(1S,2R)-2-((S)-8-((1-Isopropyl-1H-1,2,3-triazol-4-yl)methoxy)-1-((1-oxoisoindolin-2-yl)methyl)-1,2,3,4-tetrahydroisochinolin-2-carbonyl)cyclohexan C(C)(C)N1N=NC(=C1)COC=1C=CC=C2CCN([C@@H](C12)CN1C(C2=CC=CC=C2C1)=O)C(=O)C1CCCCC1